C(C=CC1=CC=CC=C1)(=O)OCCC1=CC=CC=C1 phenylethyl cinnamate